N[C@H]1[C@@H]2N(C[C@H]1CC2)C(=O)C2=CC1=C(N(C(=N1)C1=CC3=C(N1CC1CC1)C=C(S3)C)C)C(=C2)OC ((1R,4R,7R)-7-amino-2-azabicyclo[2.2.1]heptan-2-yl)(2-(4-(cyclopropylmethyl)-2-methyl-4H-thieno[3,2-b]pyrrol-5-yl)-7-methoxy-1-methyl-1H-benzo[d]imidazol-5-yl)methanone